COC=1C=C2C(=CNC2=CC1)CCN(C(CCCCCCC\C=C/C\C=C/CCCCC)=O)C (9Z,12Z)-N-(2-(5-Methoxy-1H-indol-3-yl)ethyl)-N-methyloctadeca-9,12-dienamide